2-(3,5-dibromo-4-((4-oxo-3,4-dihydrophthalazin-1-yl)oxy)phenyl)-3,5-dioxo-2,3,4,5-tetrahydro-1,2,4-triazine BrC=1C=C(C=C(C1OC1=NNC(C2=CC=CC=C12)=O)Br)N1N=CC(NC1=O)=O